2,6-di-t-butyl-4-[4,6-bis(octylthio)-1,3,5-triazine-2-ylamino]phenol C(C)(C)(C)C1=C(C(=CC(=C1)NC1=NC(=NC(=N1)SCCCCCCCC)SCCCCCCCC)C(C)(C)C)O